C(C)OP(=O)(OCC)C(C1=CC2=C(SC(=C2)C(=O)OC(C)(C)C)C=C1)OC tert-butyl 5-((diethoxyphosphoryl)(methoxy)methyl)benzo[b]thiophene-2-carboxylate